(3S)-1-(7-(5-cyclopropyl-6-methyl-1H-indazol-4-yl)-8-fluoro-2-(((2R,7aS)-2-fluorotetrahydro-1H-pyrrolizin-7a(5H)-yl)methoxy)pyrido[4,3-d]pyrimidin-4-yl)-3-(fluoromethyl)piperidin-3-ol C1(CC1)C=1C(=C2C=NNC2=CC1C)C1=C(C=2N=C(N=C(C2C=N1)N1C[C@](CCC1)(O)CF)OC[C@]12CCCN2C[C@@H](C1)F)F